ClC1=CC=C(C(=N1)C1=CN(C(C=C1)=O)C)NC(C)C=1C=2C3=C(N(C(C2C=C(C1)C)=O)C)N(N=C3)C3CCN(CC3)C 9-[1-[[6-chloro-2-(1-methyl-6-oxo-3-pyridinyl)-3-pyridinyl]amino]ethyl]-4,7-dimethyl-3-(1-methyl-4-piperidinyl)pyrazolo[3,4-c]isoquinolin-5-one